C(CCCCCCCCCCCCC)(=O)OC[C@H](COP(=O)(O)OCC(COC(CCN(CC1CC1)C(=O)OC(C)(C)C)=O)OC(CCN(CC1CC1)C(=O)OC(C)(C)C)=O)OC(CCCCCCCCCCCCC)=O (2R)-3-(((2,3-bis((3-((tertbutoxycarbonyl)(cyclopropylmethyl)amino)propanoyl)-oxy)propoxy)(hydroxy)phosphoryl)oxy)propane-1,2-diyl ditetradecanoate